[Cr].[Nb] Niobium-chromium